C1(=CC=CC=C1)NC1=NN(C(=N1)NC1=CC=CC=C1)CC1=CC=C(C=C1)C=C 3,5-bis(phenylamino)-1-(4-vinylbenzyl)-1H-1,2,4-triazole